1-(((9aR,10S)-10-((R)-(2,3-difluorophenyl)(phenyl)methyl)-3,5-dioxo-3,5,8,9,9a,10-hexahydro-7H-pyrrolo[1',2':4,5]pyrazino[1,2-b]pyridazin-4-yl)oxy)ethyl methyl carbonate C(OC(C)OC1=C2N(N=CC1=O)[C@H]([C@@H]1N(C2=O)CCC1)[C@H](C1=CC=CC=C1)C1=C(C(=CC=C1)F)F)(OC)=O